C(C1=CC=CC=C1)(=O)C1=C(C=CC=C1)C=CC(=O)O 3-(2-Benzoylphenyl)acrylic acid